4-((1H-pyrazol-1-yl)methyl)-N-((5-chloro-2,4-dimethoxyphenyl)sulfonyl)-3-methoxybenzamide N1(N=CC=C1)CC1=C(C=C(C(=O)NS(=O)(=O)C2=C(C=C(C(=C2)Cl)OC)OC)C=C1)OC